Sodium Acryloyldimethyl-taurate C(C=C)(=O)C(N(C)C)CS(=O)(=O)[O-].[Na+]